C(C)(=O)OC[C@H](NC([C@@H](NC(=O)C=1N=C(SC1)N1CCC(CC1)CNC(=O)OCC)CO[Si](C)(C)C(C)(C)C)=O)C(=O)OC Methyl O-acetyl-N-(O-(tert-butyldimethylsilyl)-N-(2-(4-(((ethoxycarbonyl)amino)methyl)piperidin-1-yl)thiazole-4-carbonyl)-L-seryl)-L-serinate